BrC1=C2C(=CNC2=CC=C1)C1(NC2=CC=CC=C2C1=O)C1=CC=CC=C1 2-(4-bromo-1H-indol-3-yl)-2-phenylindol-3-one